(5-cyano-4-(1-(2-hydroxy-2-methylpropyl)-1H-pyrazol-4-yl)pyrimidin-2-yl)aminobenzenesulfonamide C(#N)C=1C(=NC(=NC1)NC1=C(C=CC=C1)S(=O)(=O)N)C=1C=NN(C1)CC(C)(C)O